5-((6-(phenylethynyl)-[1,1'-biphenyl]-3-yl)oxy)-1H-1,2,3-triazole-4-carboxylic acid C1(=CC=CC=C1)C#CC1=CC=C(C=C1C1=CC=CC=C1)OC1=C(N=NN1)C(=O)O